ClC1=C(C=C2C(CNC2=C1)=C(O)C1=CC(=NO1)OC)C1=CC=C(C=C1)C1(CC1)CO 6-chloro-3-[1-hydroxyl-(3-methoxy-isoxazol-5-yl)-methylidene]-5-[4-(1-hydroxymethyl-cyclopropyl)-phenyl]-1,3-dihydro-indol